3-(3,4-dihydroquinolin-1(2H)-yl)-1-(3-methoxyazetidin-1-yl)propan-1-one N1(CCCC2=CC=CC=C12)CCC(=O)N1CC(C1)OC